[Fe](Cl)Cl.CC1=C(C(=CC(=C1)C)C)N=C(C)C1=NC(=CC=C1)C(C)=NC1=C(C=C(C=C1C)C)Br 2-[1-(2,4,6-trimethylphenylimino)ethyl]-6-[1-(2-bromo-4,6-dimethylphenylimino)ethyl]pyridine iron dichloride